methyl 1-(4-bromo-2-fluoro-6-methylbenzyl)piperidine-4-carboxylate BrC1=CC(=C(CN2CCC(CC2)C(=O)OC)C(=C1)C)F